C1=CC=CC=2C3=CC=CC=C3C(C12)COC(=O)N([C@@H](C(=O)O)CCC1CCCCC1)C (R)-2-((((9H-fluoren-9-yl)methoxy)carbonyl)(methyl)amino)-4-cyclohexylbutanoic acid